C(C)(C)(C)OC(=O)N[C@@H](C)C=1C=C(C(=O)OCC)C=CC1 (S)-ethyl 3-(1-(tert-butoxycarbonylamino)ethyl)benzoate